C(=O)O.CN(C1=CC=C(N=N1)C=1C=C2C=C(C=NC2=CC1O)O)C1CC(NC(C1)(C)C)(C)C 6-(6-(methyl(2,2,6,6-tetramethylpiperidin-4-yl)amino)pyridazin-3-yl)quinoline-3,7-diol formate salt